N-[(2R)-1,4-Dioxan-2-ylmethyl]-2'-(pyridin-4-ylmethyl)-8'-(trifluoromethyl)-2',5'-dihydrospiro[cyclopropan-1,4'-furo[2,3-g]indazol]-7'-carboxamide O1[C@@H](COCC1)CNC(=O)C1=C(C2=C(CC3(C4=CN(N=C24)CC2=CC=NC=C2)CC3)O1)C(F)(F)F